BrC1=C(C=C(C=C1)NCCCC1CCN(CC1)C(=O)OC(C)(C)C)C tert-butyl 4-(3-((4-bromo-3-methylphenyl)amino)propyl)piperidine-1-carboxylate